4,4'-bis(4-aminophenoxy)biphenyl NC1=CC=C(OC2=CC=C(C=C2)C2=CC=C(C=C2)OC2=CC=C(C=C2)N)C=C1